Methoxymethane 4-methyl-2-{[1-(1-methylcyclopropane-1-carbonyl)piperidin-4-yl]methyl}-8-(trifluoromethyl)-4,5-dihydro-2H-furo[2,3-g]indazole-7-carboxylate CC1C2=CN(N=C2C2=C(C1)OC(=C2C(F)(F)F)C(=O)O)CC2CCN(CC2)C(=O)C2(CC2)C.COC